(R)-N-methoxy-N-methyl-2-(((R)-1,1,1-trifluoropropan-2-yl)oxy)propanamide CON(C([C@@H](C)O[C@@H](C(F)(F)F)C)=O)C